OCC(CN[C@@H](CC1=CNC=N1)C(=O)O)(CCI)CO (3-hydroxy-2-(hydroxymethyl)-2-(iodoethyl)propyl)-L-histidine